tert-butyl 6-((4-((5-(tert-butyl)pyridin-3-yl)amino)-6-cyanopyridin-2-yl)amino)-1H-indole-1-carboxylate tert-butyl-6-((4-chloro-6-cyanopyridin-2-yl)amino)-1H-indole-1-carboxylate C(C)(C)(C)OC(=O)N1C=CC2=CC=C(C=C12)NC1=NC(=CC(=C1)Cl)C#N.C(C)(C)(C)C=1C=C(C=NC1)NC1=CC(=NC(=C1)C#N)NC1=CC=C2C=CN(C2=C1)C(=O)OC(C)(C)C